3-(5-bromo-3-pyridinyl)-6-(1,1-difluoroethyl)-6-methyl-1,2,3,7-tetrahydropyrazolo[1,2-a]Pyrazol-5-one BrC=1C=C(C=NC1)C1CCN2N1C(C(C2)(C)C(C)(F)F)=O